Tert-Butyl (2-Oxotetrahydro-2H-pyran-3-yl)carbamate O=C1OCCCC1NC(OC(C)(C)C)=O